NC1=C(C=2N(C(=N1)C=1C=C(C=CC1)C(C)=O)N=C(N2)C)Cl 1-[3-(7-amino-8-chloro-2-methyl-[1,2,4]triazolo[1,5-c]pyrimidin-5-yl)phenyl]ethanone